2-(9-(4-((tert-butyldimethylsilyl)oxy)butyl)-3,9-diazaspiro[5.5]undecan-3-yl)propane-1,3-diyl bis(2-heptylnonanoate) C(CCCCCC)C(C(=O)OCC(COC(C(CCCCCCC)CCCCCCC)=O)N1CCC2(CC1)CCN(CC2)CCCCO[Si](C)(C)C(C)(C)C)CCCCCCC